N1(CCOCC1)C=1C=C2CCN(CC2=CC1)CC=1OC(=NN1)C=1SC=CC1 6-morpholinyl-2-((5-(thiophen-2-yl)-1,3,4-oxadiazol-2-yl)methyl)-3,4-dihydroisoquinolin